COC1=CC=C(CN2C=C(C=C(C2=O)C(F)(F)F)C2N(CCC2)C(=O)OC(C)(C)C)C=C1 tert-butyl 2-(1-(4-methoxybenzyl)-6-oxo-5-(trifluoromethyl)-1,6-dihydropyridin-3-yl)pyrrolidine-1-carboxylate